(E)-N-(5-((4-(1H-indol-3-yl)pyrimidin-2-yl)amino)-4-methoxy-2-(methylamino)phenyl)-4-morpholinobut-2-enamide N1C=C(C2=CC=CC=C12)C1=NC(=NC=C1)NC=1C(=CC(=C(C1)NC(\C=C\CN1CCOCC1)=O)NC)OC